7-(Difluoromethyl)-24-[(S)-hydroxy(2-methoxyphenyl)methyl]-5α-cholane-3β,4β-diol FC(C1[C@H]2[C@@H]3CC[C@H]([C@@H](CCC[C@@H](C4=C(C=CC=C4)OC)O)C)[C@]3(CC[C@@H]2[C@]2(CC[C@@H]([C@@H]([C@@H]2C1)O)O)C)C)F